FC1=C(C(=C(C(=C1[B-](C1=C(C(=C(C(=C1F)F)F)F)F)(C1=C(C(=C(C(=C1F)F)F)F)F)C1=C(C(=C(C(=C1F)F)F)F)F)F)F)F)F.C[NH+](C)C1=CC=CC=C1 N,N-dimethylphenylammonium tetrakis(pentafluorophenyl)borate